NC1=NC(=CC(=N1)C=1N=NN(C1)CC=1C(=C(C=CC1)C(CC(=O)O)(C)C)F)C1=CC(=CC=C1)C#N 3-[3-({4-[2-amino-6-(m-cyanophenyl)-4-pyrimidinyl]-1H-1,2,3-triazol-1-yl}methyl)-2-fluorophenyl]-3-methylbutanoic acid